((benzene-1,3,5-triyltris(methylene))tris(sulfanediyl))tris(hexane-6,1-diyl) tris(sulfate) S(=O)(=O)(OCCCCCCSCC1=CC(=CC(=C1)CSCCCCCCOS(=O)(=O)[O-])CSCCCCCCOS(=O)(=O)[O-])[O-]